C1(CC1)CN1CCC(CC1)N1CCC(CC1)C=1C=C(C=2N(C1)C=C(N2)C2=CC=C(C=C2)S(=O)(=O)C)C 6-(1'-(cyclopropylmethyl)-[1,4'-bipiperidin]-4-yl)-8-methyl-2-(4-(methyl-sulfonyl)phenyl)imidazo[1,2-a]pyridine